7-chloro-2-methyl-3H-imidazo[4,5-b]pyridine ClC1=C2C(=NC=C1)NC(=N2)C